(R)-3-amino-5-(3-cyclohexyl-7-(2-methoxyethoxy)-2-methyl-1,1-dioxido-5-phenyl-2,3,4,5-tetrahydrobenzo[f][1,2,5]thiadiazepin-8-yl)thiophene-2-carboxylate hydrochloride Cl.NC1=C(SC(=C1)C1=CC2=C(N(C[C@H](N(S2(=O)=O)C)C2CCCCC2)C2=CC=CC=C2)C=C1OCCOC)C(=O)O